2-(trans-2-amino-5,5-dimethylcyclohexyl)-3-bromo-5-chloro-N-(thiophen-2-ylmethyl)thieno[3,2-b]pyridin-7-amine N[C@H]1[C@@H](CC(CC1)(C)C)C1=C(C2=NC(=CC(=C2S1)NCC=1SC=CC1)Cl)Br